TRANS-5-UNDECENE CCCC\C=C\CCCCC